NC=1C=C2C(=CN3C2=C(C1)CN(CC3)C(=O)N3CCCCC3)C3=CNC=C3C3=CN=C1N3C=CC=C1 3-(9-amino-2-(piperidine-1-carbonyl)-1,2,3,4-tetrahydro-[1,4]diazepino[6,7,1-hi]indol-7-yl)-4-(imidazo[1,2-a]pyridin-3-yl)-1H-pyrrole